trans-1,4-Cyclohexanediol [C@H]1(CC[C@H](CC1)O)O